ClC=1C=C2CCN(CC2=C(C1)[C@H]1NCCC1)C1=CC(=NC=C1)COC (S)-2-(6-Chloro-2-(2-(methoxymethyl)pyridin-4-yl)-1,2,3,4-tetrahydroisoquinolin-8-yl)pyrrolidine